N-[4-(p-toluenesulfonyloxy)phenyl]urea CC1=CC=C(C=C1)S(=O)(=O)OC1=CC=C(C=C1)NC(=O)N